(2R)-2-(((2S,5R)-2-carbamoyl-3-cyclopropyl-7-oxo-1,6-diazabicyclo[3.2.1]oct-3-en-6-yl) oxy)-2-fluoroacetate lithium salt [Li+].C(N)(=O)[C@H]1N2C(N([C@H](C=C1C1CC1)C2)O[C@@H](C(=O)[O-])F)=O